FC1=C(C=C(OC=2C=CC(=C(C2)NC(=O)[C@@H]2N(C(CC2)=O)C)OC)C=C1)OC (R)-N-(5-(4-Fluoro-3-methoxyphenoxy)-2-methoxyphenyl)-1-methyl-5-oxo-pyrrolidine-2-carboxamide